CN1N=C(C=C1C=1N=C(SC1SC(C)C)N1N=C(C(=C1C(=O)O)C1=CC(=CC=C1)F)C)C 1-(4-(1,3-dimethyl-1H-pyrazol-5-yl)-5-(isopropylsulfanyl)thiazol-2-yl)-4-(3-fluorophenyl)-3-methyl-1H-pyrazole-5-carboxylic acid